4-Methoxypyridinecarboxaldehyde COC1=CC(=NC=C1)C=O